N1N=CC=C1CN1N=CC2=C(C1=O)N(C1=C2N=C(N1C)CC1=NC(=CC=C1)N)C 6-((1H-pyrazol-5-yl)methyl)-2-((6-aminopyridin-2-yl)methyl)-3,4-dimethyl-4,6-dihydroimidazo[4',5':4,5]pyrrolo[2,3-d]pyridazin-5(3H)-one